Thiosuccinimid C1(CCC(N1)=O)=S